methyl 3-(5-(2-fluorophenyl)-1H-imidazol-2-yl)-1H-indazole-5-carboxylate FC1=C(C=CC=C1)C1=CN=C(N1)C1=NNC2=CC=C(C=C12)C(=O)OC